1-(6-(4-isopropyl-4H-1,2,4-triazol-3-yl)pyridin-2-yl)-3-(5-(pyrimidin-5-yl)pyridin-2-yl)Urea C(C)(C)N1C(=NN=C1)C1=CC=CC(=N1)NC(=O)NC1=NC=C(C=C1)C=1C=NC=NC1